[Se]=[Te] Selenium Telluride